C1(CCCCC1)[C@@H](CO)NC1=NC(=NC=C1C(=O)OCC)NC1=CC(=C(C=C1)S(=O)(=O)C)C Ethyl 4-{[(1S)-1-cyclohexyl-2-hydroxyethyl]amino}-2-{[3-methyl-4-(methylsulfonyl)phenyl]amino}pyrimidine-5-carboxylate